(2S,4R)-N-[(S)-(4-cyclopropyl-3-fluorophenyl)(phenyl)methyl]-4-fluoro-1-[3-(1,3-oxazol-2-yl)propanoyl]pyrrolidine-2-carboxamide C1(CC1)C1=C(C=C(C=C1)[C@@H](NC(=O)[C@H]1N(C[C@@H](C1)F)C(CCC=1OC=CN1)=O)C1=CC=CC=C1)F